2-(2-(cyclopentyloxy)phenyl)acetonitrile C1(CCCC1)OC1=C(C=CC=C1)CC#N